(R)-4-(2-((dimethylamino)methyl)pyrrolidin-1-yl)-6-methoxy-N1-(4-(3,3,5-trimethyl-2,3-dihydro-1H-pyrrolo[3,2-b]pyridin-1-yl)pyrimidin-2-yl)benzene-1,3-diamine CN(C)C[C@@H]1N(CCC1)C1=C(C=C(C(=C1)OC)NC1=NC=CC(=N1)N1CC(C2=NC(=CC=C21)C)(C)C)N